N[C@H]1[C@@H]2N(C[C@H]1CC2)C(=O)C2=CC1=C(N(C(=N1)C=1N(C3=C(C=CC=C3C1)C1CS(CC1)(=O)=O)CC1CC1)C)C(=C2)OC ((1R,4R,7R)-7-amino-2-azabicyclo[2.2.1]heptan-2-yl)(2-(1-(cyclopropylmethyl)-7-(1,1-dioxidotetrahydrothiophen-3-yl)-1H-indol-2-yl)-7-methoxy-1-methyl-1H-benzo[d]imidazol-5-yl)methanone